C(#C)C=1C(=NC=CC1)C 3-ethynyl-2-methylpyridine